4-(chloromethyl)-2-{[(4-methoxyphenyl)methyl](methyl)amino}pyrimidine ClCC1=NC(=NC=C1)N(C)CC1=CC=C(C=C1)OC